N-[(5-bromopyrimidin-2-yl)(cyclopropyl)methyl]-2-methylpropane-2-sulfinamide BrC=1C=NC(=NC1)C(NS(=O)C(C)(C)C)C1CC1